N[C@@H]1C[C@H](N(CC1)C(=O)OC(C)(C)C)CC(=O)OC(C)(C)C tert-butyl (2S,4S)-4-amino-2-(2-(tert-butoxy)-2-oxoethyl)piperidine-1-carboxylate